2-Chloroacetyl chloride ClCC(=O)Cl